C(#N)C1=CC=C(C=C1)NCC1CN(C(O1)C(F)(F)F)C1=CC(=C(C#N)C=C1)C(F)(F)F 4-(5-(((4-Cyanophenyl)amino)methyl)-2-(trifluoromethyl)oxazolidin-3-yl)-2-(trifluoromethyl)benzonitril